FC(C(F)(F)OC(F)F)C(F)(F)F difluoromethyl hexafluoropropyl ether